1-(4-(2-(4-bromophenyl)propan-2-yl)thiazol-2-yl)-3-(2-fluoroethyl)urea BrC1=CC=C(C=C1)C(C)(C)C=1N=C(SC1)NC(=O)NCCF